di-ethyl-phosphinic acid C(C)P(O)(=O)CC